ClC1=CC(N(S1)C)=O 5-Chloro-2-methyl-4-isothiazolin-3-on